C[C@H](C1=CC=CC=C1)NC (R)-α,N-dimethylbenzylamine